ClC1=CC(=C(C(=C1)O)O)C=NC1=CC=C(C=C1)CN(CC)CC 5-chloro-3-((4-((dieth-ylamino)methyl)phenylimino)methyl)-benzene-1,2-diol